C(OCC)(OC1=CC=C(C=C1)C=CC(C1=C(C=CC=C1O[C@@H]1O[C@@H]([C@H]([C@@H]([C@H]1O)O)O)CO)OCC1=CC=CC=C1)=O)=O Ethyl [4-[3-oxo-3-[2-phenylmethoxy-6-[(2S,3R,4S,5S,6R)-3,4,5-trihydroxy-6-(hydroxymethyl)oxan-2-yl]oxyphenyl]prop-1-enyl]phenyl] carbonate